C(C1=CC=CC=C1)NCCNCCNCCN N-Benzyltriethylentetramin